FC1=CC=C2C(C(N(C2=C1)C=1C=NC=C(C=O)C1)=O)(C)O 5-(6-Fluoro-3-hydroxy-3-methyl-2-oxoindolin-1-yl)nicotinaldehyde